tert-butyl (3-fluoro-4-(trifluoromethoxy)phenyl)carbamate FC=1C=C(C=CC1OC(F)(F)F)NC(OC(C)(C)C)=O